[Si](C)(C)(C(C)(C)C)OCC1=C(C(=C(C#N)C(=C1)F)F)F 4-(((tert-Butyldimethylsilyl)oxy)methyl)-2,3,6-trifluorobenzonitrile